ClC=1C=C(CC2CCN(CC2)CC=2OC(=NN2)C=2NC3=CC=CC=C3C2)C=CC1Cl 2-((4-(3,4-dichlorobenzyl)piperidin-1-yl)methyl)-5-(1H-indol-2-yl)-1,3,4-oxadiazole